methyl 7-((2S,5R)-4-(tert-butoxycarbonyl)-2,5-dimethylpiperazin-1-yl)-3,4-dimethyl-5-oxo-4,5-dihydro-3H-imidazo[4,5-b]pyridine-2-carboxylate C(C)(C)(C)OC(=O)N1C[C@@H](N(C[C@H]1C)C=1C2=C(N(C(C1)=O)C)N(C(=N2)C(=O)OC)C)C